N-(5-(2-(3,3-dimethyl-azetidin-1-yl)acetamido)-2-methylpyridin-3-yl)-2-(1-(trifluoromethyl)-1H-pyrazol-4-yl)pyrazolo[5,1-b]Thiazole-7-carboxamide CC1(CN(C1)CC(=O)NC=1C=C(C(=NC1)C)NC(=O)C=1C=NN2C1SC(=C2)C=2C=NN(C2)C(F)(F)F)C